Acetyl-L-lysyl-L-valyl-L-citrulline C(C)(=O)N[C@@H](CCCCN)C(=O)N[C@@H](C(C)C)C(=O)N[C@@H](CCCNC(=O)N)C(=O)O